ClC1=CC(=NC(=C1O)Cl)C(=O)NC1=C(N=C(S1)C)C(=O)NCC1=C(C=CC=C1)OC(F)(F)F 5-(4,6-dichloro-5-hydroxypicolinamido)-2-methyl-N-(2-(trifluoromethoxy)benzyl)thiazole-4-carboxamide